COC(=O)C1C(C[C@@]2(CC(C3=C(C=CC=C23)Cl)(C(F)(F)F)O)CC1)=O (1S)-4'-chloro-3'-hydroxy-3-oxo-3'-(trifluoromethyl)-2',3'-dihydrospiro[cyclohexane-1,1'-indene]-4-carboxylic acid methyl ester